C1(=C(C=CC=C1)OCC1=NN=C(O1)S)C 5-((o-tolyloxy)methyl)-2-mercapto-1,3,4-oxadiazole